CSCCCCCCC[C@@H](C(=O)[O-])N(O)O The molecule is an N,N-dihydroxy-L-polyhomomethioninate that is the conjugate base of N,N-dihydroxy-L-pentahomomethionine, obtained by deprotonation of the carboxy group; major species at pH 7.3. It is a N,N-dihydroxy-L-polyhomomethioninate and a N,N-dihydroxypentahomomethioninate. It is a conjugate base of a N,N-dihydroxy-L-pentahomomethionine.